tert-butyl (3R)-piperidine-1-carboxylate N1(CCCCC1)C(=O)OC(C)(C)C